L-2,2-dibromo-3-nitrilopropionamide BrC(C(=O)N)(C#N)Br